[Ru](Cl)Cl.N1=C(C=CC=C1)C1=NC=CC=C1 (2,2'-bipyridine) ruthenium (II) dichloride